1-chloro-N,N,2-trimethyl-1-propen-1-amine ClC(=C(C)C)N(C)C